O1C2(OCC1)C[C@@]1(CCC2)CC(C2=CC=CC=C21)=O (R)-dispiro[indene-1,1'-cyclohexane-3',2''-[1,3]dioxolane]-3(2H)-one